C(C)OC1=C(O[C@H]2CN(CCC2)C2=NC=CC(=N2)NC2=CC=CC(=N2)C2=CC=C(C=C2)NCC(=O)O)C=CC=C1 (R)-(4-(6-((2-(3-(2-Ethoxyphenoxy)piperidin-1-yl)pyrimidin-4-yl)amino)pyridin-2-yl)phenyl)glycin